[Si](C1=CC=CC=C1)(C1=CC=CC=C1)(C(C)(C)C)OCCC1=C(OC2=C1C(=CC(=C2)C(=O)O)OC)C=2N(C1=CC=CC=C1C2)CC2CC2 3-(2-((tert-butyldiphenylsilyl)oxy)ethyl)-2-(1-(cyclopropylmethyl)-1H-indol-2-yl)-4-methoxybenzofuran-6-carboxylic acid